2-[2-[2-[[2-[2-[2-[[(4S)-5-tert-butoxy-4-[(20-tert-butoxy-20-oxo-icosanoyl)amino]-5-oxo-pentanoyl]amino]ethoxy]ethoxy]acetyl]amino]ethoxy]ethoxy]acetic acid C(C)(C)(C)OC([C@H](CCC(=O)NCCOCCOCC(=O)NCCOCCOCC(=O)O)NC(CCCCCCCCCCCCCCCCCCC(=O)OC(C)(C)C)=O)=O